FC(C1=CC=C(C=C1)C=1N=C(C=2N(C1)N=C(N2)N[C@H](CO)C)C=2C=NN(C2)C)F (S)-2-((6-(4-(difluoromethyl)phenyl)-8-(1-methyl-1H-pyrazol-4-yl)-[1,2,4]triazolo[1,5-a]pyrazin-2-yl)amino)propan-1-ol